S1C(=NC2=C1C=CC=C2)NC(=O)NC2=CC(=CC=C2)Cl 1-(benzo[d]thiazol-2-yl)-3-(3-chlorophenyl)urea